C(C)NC(COC1=CC=C(C=C1)/C=C/C(=O)C1=CC=C(C=C1)S(=O)(=O)NCC(=O)O)=O 2-[[4-[(E)-3-[4-[2-(Ethylamino)-2-oxoethoxy]phenyl]prop-2-enoyl]phenyl]sulfonylamino]acetic acid